2-(carboxyethyl)acrylic acid C(=O)(O)CCC(C(=O)O)=C